C(C)C(=C)C1=CC=CC=C1 α-ethyl-styrene